O=C1N(CC12CC(NCC2)=O)CC(=O)N 2-(1,6-dioxo-2,7-diazaspiro[3.5]nonan-2-yl)acetamide